4,6-Dimethyl-2,4,6-tri-(4-hydroxyphenyl)-hept-2-en CC(C=C(C)C1=CC=C(C=C1)O)(CC(C)(C1=CC=C(C=C1)O)C)C1=CC=C(C=C1)O